erbium (i) 3-methyl-N'-(1-(naphthalen-2-yl)ethylidene)benzohydrazide CC=1C=C(C(=O)NN=C(C)C2=CC3=CC=CC=C3C=C2)C=CC1.[Er+]